C(C1=CC=CC=C1)(C1=CC=CC=C1)(C1=CC=CC=C1)NC(CC[C@H](N)CC(=O)O)=O N6-trityl-L-β-homoglutamine